C(C)(C)OC(=O)C=1C=NC(=NC1)Cl 2-chloropyrimidine-5-carboxylic acid isopropyl ester